((2-(3-oxomorpholino)ethyl)imino)diacetic acid, diethyl ester O=C1COCCN1CCN(CC(=O)OCC)CC(=O)OCC